C(CC)N(C(NC1=CC=C(C(=O)N)C=C1)=O)CCC 4-(3,3-dipropylureido)benzamide